C(C1=CC=CC=C1)OC1=C(N(N=C1C)CCC#CC)C=1N(C(=NN1)S)CC1=CC=C(C=C1)OC 5-(4-benzyloxy-5-methyl-2-pent-3-ynyl-pyrazol-3-yl)-4-[(4-methoxyphenyl)methyl]-1,2,4-triazole-3-thiol